2-chloro-7-(4-methylphenyl)sulfonyl-5-(3-pyridin-3-ylpyrazolo[1,5-a]pyridin-5-yl)pyrrolo[2,3-d]pyrimidine ClC=1N=CC2=C(N1)N(C=C2C2=CC=1N(C=C2)N=CC1C=1C=NC=CC1)S(=O)(=O)C1=CC=C(C=C1)C